3-amino-6-(4-(2-(3,5-difluorophenyl)-2-hydrOxyacetamido)-2-methyl-phenyl)-N-(2,2,2-trifluoroethyl)pyrazine-2-carboxamide NC=1C(=NC(=CN1)C1=C(C=C(C=C1)NC(C(O)C1=CC(=CC(=C1)F)F)=O)C)C(=O)NCC(F)(F)F